2-((4-[(1,3-dimethoxypropan-2-yl)amino]-6-{[5-(5-methylpyrazol-1-yl)-1,3,4-thiadiazol-2-yl]carbamoyl}-2-oxopyran-3-yl)oxy)ethyl methanesulfonate CS(=O)(=O)OCCOC=1C(OC(=CC1NC(COC)COC)C(NC=1SC(=NN1)N1N=CC=C1C)=O)=O